[N+](=O)([O-])C1=C(C=C(C=C1)NC1=CC=CC=C1)CC(=O)O 2-(2-nitro-5-(phenylamino)phenyl)acetic acid